(6aR)-11-hydroxy-8-(hydroxymethyl)-1,10-dioxo-N-(2,4,6-trifluorobenzyl)-1,3,4,5,6,7,8,10-octahydro-2,6a-methano[1,4]diazonino[9,1,2-cd]indolizine-9-carboxamide OC1=C2N3[C@@]4(CC(C3=C(C1=O)C(=O)NCC1=C(C=C(C=C1F)F)F)CO)CCCCN(C2=O)C4